CC1=CC(=CC=C1)CO The molecule is a methylbenzyl alcohol that is toluene in which one of the meta hydrogens has been replaced by a hydroxymethyl group. It is a primary alcohol and a methylbenzyl alcohol.